C(=O)(OC(C)(C)C)[C@H]1[C@@](C1)(C(=O)O)N cis-2-Boc-aminocyclopropane-1-carboxylic acid